2-(2-methoxy-ethoxy)-5-(4,4,5,5-tetra-methyl-1,3,2-dioxaborolan-2-yl)pyrimidine COCCOC1=NC=C(C=N1)B1OC(C(O1)(C)C)(C)C